C(C)(C)(C)OC(=O)N(C(C(=O)OCCN(C(=O)OC(C)(C)C)CC(=O)OCC1=CC=CC=C1)C)CCOC 2-[(2-benzyloxy-2-oxo-ethyl)-tert-butoxycarbonyl-amino]ethyl 2-[tert-butoxycarbonyl(2-methoxyethyl)amino]propanoate